N(N)C=1C2=C(N=C(N1)N1CCOCC1)N(CC2)CCC2=CC=CC=C2 4-(4-hydrazinyl-7-phenethyl-6,7-dihydro-5H-pyrrolo[2,3-d]pyrimidin-2-yl)morpholine